P(=O)(OC(C)(C)C)(OC(C)(C)C)OCOC1=CC=C(C=C1)C1=C(NC=2N(C1=O)N=C(C2C2=CCCCC2)C2=CC=CC=C2)C di-tert-butyl (4-(3-cyclohexenyl-5-methyl-7-oxo-2-phenyl-4,7-dihydropyrazolo[1,5-a]pyrimidin-6-yl)phenoxy)methyl phosphate